2,2,2-trifluoroethyl (3R,4S)-3-(5-bromo-2-methylbenzamido)-4-fluoropyrrolidine-1-carboxylate BrC=1C=CC(=C(C(=O)N[C@@H]2CN(C[C@@H]2F)C(=O)OCC(F)(F)F)C1)C